tert-butyl ((1S,3S)-3-((5-(7-oxothieno[2,3-c]pyridin-6(7H)-yl)pyridin-2-yl)amino)cyclopentyl)carbamate O=C1N(C=CC2=C1SC=C2)C=2C=CC(=NC2)N[C@@H]2C[C@H](CC2)NC(OC(C)(C)C)=O